4'-((tert-butoxycarbonyl)amino)-[1,1'-biphenyl]-4-carboxylic acid C(C)(C)(C)OC(=O)NC1=CC=C(C=C1)C1=CC=C(C=C1)C(=O)O